1,3-bis-(hydroxymethyl)-5-methylbenzene OCC1=CC(=CC(=C1)C)CO